1,3-diethyl-N-((1S,2S)-2-(2-hydroxyethyl)-1-methylcyclopropyl)-2,4-dioxo-1,2,3,4-tetrahydroquinazoline-6-sulfonamide C(C)N1C(N(C(C2=CC(=CC=C12)S(=O)(=O)N[C@@]1([C@@H](C1)CCO)C)=O)CC)=O